C(C)(C)(C)OC(=O)N1C=2N(CC(C1)CN=[N+]=[N-])N=CC2CC2=CC(=CC=C2)C(F)(F)F tert-butyl-6-(azidomethyl)-3-(3-(trifluoromethyl)benzyl)-6,7-dihydropyrazolo[1,5-a]pyrimidine-4(5H)-carboxylate